2-chloronicotinic acid ethyl ester C(C)OC(C1=C(N=CC=C1)Cl)=O